NC[C@H](CC1=CC=C(C(=O)N)C=C1)N(C)C (S)-4-(3-amino-2-(dimethylamino)propyl)benzamide